ClC=1C=C(C=C(C1)NS(=O)(=O)C)NC(=O)C=1SC=C(C1)C1=NC=CC=C1OCC=1C=NC=CC1 N-(3-chloro-5-(methylsulfonamido)phenyl)-4-(3-(pyridin-3-ylmethoxy)pyridin-2-yl)thiophene-2-carboxamide